(1,3-bis(2,6-diisopropylphenyl)-1,3-dihydro-2H-imidazol-2-ylidene)copper(III) chloride C(C)(C)C1=C(C(=CC=C1)C(C)C)N1C(N(C=C1)C1=C(C=CC=C1C(C)C)C(C)C)=[Cu]Cl